ClC=1C(=NC=NC1C1=C(C(=CC=C1)C1=NC(=C(C=C1)CN1CC2(C1)CC(C2)O)OC)Cl)C2=CC(=C(CN1CC3(C1)CC(C3)O)C=C2)OC 2-(4-(5-chloro-6-(2-chloro-3-(5-((6-hydroxy-2-azaspiro[3.3]heptan-2-yl)methyl)-6-methoxypyridin-2-yl)phenyl)pyrimidin-4-yl)-2-methoxybenzyl)-2-azaspiro[3.3]heptan-6-ol